5-bromo-3-(3-phenyl-1,2,4-oxadiazol-5-yl)pyridin-2-amine BrC=1C=C(C(=NC1)N)C1=NC(=NO1)C1=CC=CC=C1